[N+](=[N-])=CC(=O)OCC Ethyl Diazoacetate